NC1=C(N=CC(=N1)N1CCC2(CC1)C(C1=CC=CC=C1CC2)N)SC2=C(C(=NC=C2)N)Cl 1'-(6-amino-5-((2-amino-3-chloro-pyridin-4-yl)thio)pyrazin-2-yl)-3,4-dihydro-1H-spiro[naphthalene-2,4'-piperidin]-1-amine